O1CCOC2=C1C=CC(=C2)[C@@H]2N(C(C1=CC=CC=C1[C@H]2C(=O)O)=O)C2=CC=C(C=C2)C(C)C |o1:10,19| (3R,4R) or (3S,4S)-3-(2,3-dihydro-1,4-benzodioxin-6-yl)-2-[4-(1-methylethyl)phenyl]-1-oxo-1,2,3,4-tetrahydroisoquinoline-4-carboxylic acid